C1(CCCC1)N1[C@@H](C(N(C=2C=NC(=NC12)NC1=C(C=C(C(=O)NCCOCCCCCOC2CCN(CC2)C(=O)OC(C)(C)C)C=C1)OC)C)=O)CC tert-butyl 4-[5-[2-[[4-[[(7R)-8-cyclopentyl-7-ethyl-5-methyl-6-oxo-7H-pteridin-2-yl]amino]-3-methoxy-benzoyl]amino]ethoxy]pentoxy]piperidine-1-carboxylate